2-((4-((6-((4-cyano-2-fluorophenoxy)methyl)pyridin-2-yl)methyl)piperazine-1-yl)methyl)-1-((1-ethyl-1H-imidazol-5-yl)methyl)-1H-benzo[d]imidazole-6-carboxylic acid C(#N)C1=CC(=C(OCC2=CC=CC(=N2)CN2CCN(CC2)CC2=NC3=C(N2CC2=CN=CN2CC)C=C(C=C3)C(=O)O)C=C1)F